Benzylaminosilan C(C1=CC=CC=C1)N[SiH3]